O1CC(CC1)N1C=NC2=C1C=C(C=C2)C(=O)O 1-(tetrahydrofuran-3-yl)-1H-benzo[d]imidazole-6-carboxylic acid